IC1=CN(C2=CC(=CC=C12)C(=O)O)C 3-iodo-1-methyl-1H-indole-6-carboxylic acid